4-(2-chloro-4-fluorophenyl)-N-(2,6-dichlorophenyl)-1,3-dimethyl-1H-pyrazol-5-amine ClC1=C(C=CC(=C1)F)C=1C(=NN(C1NC1=C(C=CC=C1Cl)Cl)C)C